C1(=CC(=CC=C1)C=1C=C(C2=C(OC3=C2C=CC=C3)C1)Cl)C1=CC=CC=C1 3-([1,1'-biphenyl]-3-yl)-1-chlorodibenzo[b,d]furan